2-ethyl-5-(2-(5-methyl-2-phenylpiperidin-1-yl)-2-oxoacetamido)Nicotinamide C(C)C1=C(C(=O)N)C=C(C=N1)NC(C(=O)N1C(CCC(C1)C)C1=CC=CC=C1)=O